(S)-1-(5-(6-chloro-7-fluoro-3-(1H-imidazol-1-yl)-5-methoxy-1-methyl-1H-indol-2-yl)-4H-1,2,4-triazol-3-yl)-2,2-difluoroethan-1-ol ClC1=C(C=C2C(=C(N(C2=C1F)C)C=1NC(=NN1)[C@@H](C(F)F)O)N1C=NC=C1)OC